NC1=NC2=CC(=CC=C2C=C1F)CN(C(=O)C=1C=NC(=CC1)C(F)(F)F)C1=C(C=CC=C1)S(=O)(=O)C N-[(2-amino-3-fluoroquinolin-7-yl)methyl]-N-(2-methanesulfonylphenyl)-6-(trifluoromethyl)pyridine-3-carboxamide